OC(C(=O)[O-])(O)C 2-hydroxylactate